5-[[(6S)-2-[6-[3-(1-hydroxy-cyclopropyl)-1H-1,2,4-triazol-5-yl]-2-azaspiro[3.3]heptane-2-carbonyl]-2-azaspiro[3.4]octan-6-yl]oxy]-2-(trifluoromethyl)isonicotinonitrile OC1(CC1)C1=NNC(=N1)C1CC2(CN(C2)C(=O)N2CC3(C2)C[C@H](CC3)OC3=CN=C(C=C3C#N)C(F)(F)F)C1